trans-N-(3-Indolylmethylene)-2-(1-(phenylsulfonyl)indolin-5-yl)cyclopropylamine N1C=C(C2=CC=CC=C12)C=N[C@H]1[C@@H](C1)C=1C=C2CCN(C2=CC1)S(=O)(=O)C1=CC=CC=C1